ethyl (Z)-3-((4,4'-dichloro-2'-iodo-6,6'-dimethyl-[1,1'-biphenyl]-2-yl) oxy)-2-butenoate ClC1=CC(=C(C(=C1)C)C1=C(C=C(C=C1C)Cl)I)O\C(=C/C(=O)OCC)\C